N-(1-cyanocyclobutyl)-1-(4-fluorophenyl)-3-[(2R)-2-[(1R)-1-hydroxyethyl]-2-methyl-pyrrolidine-1-carbonyl]-8-methoxy-5,6-dihydropyrrolo[2,1-a]isoquinoline-9-carboxamide C(#N)C1(CCC1)NC(=O)C1=C(C=C2CCN3C(C2=C1)=C(C=C3C(=O)N3[C@@](CCC3)(C)[C@@H](C)O)C3=CC=C(C=C3)F)OC